CC1=NOC(=C1C1=CC2=C(N(C(=N2)[C@H]2CCC(N2C2=CC=CC=C2)=O)[C@H]2CN(CC2)S(=O)(=O)C)C=C1)C (R)-5-(5-(3,5-dimethylisoxazol-4-yl)-1-((R)-1-(methylsulfonyl)pyrrolidin-3-yl)-1H-benzo[d]imidazol-2-yl)-1-phenylpyrrolidin-2-one